4-((2-(azetidin-1-ylmethyl)benzyl)amino)-5-bromo-2-fluoro-N-(thiazol-4-yl)benzenesulfonamide N1(CCC1)CC1=C(CNC2=CC(=C(C=C2Br)S(=O)(=O)NC=2N=CSC2)F)C=CC=C1